C1=CC(=CC=C1[N+](=O)[O-])OP(=O)(O)O The molecule is an aryl phosphate resulting from the mono-esterification of phosphoric acid with 4-nitrophenol. It has a role as a mouse metabolite. It derives from a 4-nitrophenol. It is a conjugate acid of a 4-nitrophenyl phosphate(2-).